3-((2S)-2-hydroxy-3-(8-(3-(hydroxymethyl)phenylsulfonyl)-1-oxa-8-azaspiro[4.5]dec-3-ylamino)-2-hydroxypropoxy)-N-methylbenzenesulfonamide OC(COC=1C=C(C=CC1)S(=O)(=O)NC)(CNC1COC2(C1)CCN(CC2)S(=O)(=O)C2=CC(=CC=C2)CO)O